C1([C@@H](O)[C@H](O)CO1)=O Threono-1,4-Lacton